BrC=1C=CC=C2C(=CNC12)C1=NC(=NC=C1F)Cl 7-bromo-3-(2-chloro-5-fluoropyrimidin-4-yl)-1H-indole